5-methyl-morpholin CC1COCCN1